(S)-pyrrolin-2-yl-1,1-di-p-tolyl-methanol hydrochloride Cl.N1C(=CCC1)C(O)(C1=CC=C(C=C1)C)C1=CC=C(C=C1)C